O=C1NC(CCC1N1C(N(C2=C1C=CC=C2C2CN(CCC2)CC2CCN(CC2)C(=O)OC(C)(C)C)C)=O)=O Tert-butyl 4-[[3-[1-(2,6-dioxo-3-piperidyl)-3-methyl-2-oxo-benzimidazol-4-yl]-1-piperidyl]methyl]piperidine-1-carboxylate